CN1C(=NC=C1)C1=C(C#N)C=CC=C1 (1-methyl-1H-imidazol-2-yl)benzonitrile